Cl.N[C@H](C)C1=CC(=CS1)C(=N)N (R)-5-(1-aminoethyl)thiophene-3-carboxamidine hydrochloride